tert.-butyl-(2,4-dimethyl-3-cyclohexen-1-yl) ketone C(C)(C)(C)C(=O)C1C(C=C(CC1)C)C